COC=1C=C(C=CC1)C(C(=O)O)(\C=C\CO)C 2-(3-methoxy-phenyl)-5-hydroxy-2-methyl-trans-3-pentenoic acid